C(CC(CCO)O)O 1,3,5-Pentanetriol